3-bromo-2-(hydroxymethyl)-1,5-dimethylpyridin-1-ium iodide [I-].BrC=1C(=[N+](C=C(C1)C)C)CO